BrC1=C(C(=CC=C1)F)B(C1=C(C(=CC(=C1F)F)F)F)C1=C(C(=CC(=C1F)F)F)F (2-Bromo-6-fluorophenyl)-bis(2,3,5,6-tetrafluorophenyl)borane